C(#N)C1=C(NC2=CC(=C(C=C2C1=O)NC(C)=O)OCC)C N-(3-cyano-7-ethoxy-2-methyl-4-oxo-1,4-dihydroquinolin-6-yl)acetamide